O[C@@H](CN(C1=NC(=CC(=C1)C=1C=C(C=CC1C)NC(=O)N1C[C@@H](CC1)CC(F)(F)F)N1CCOCC1)C)C (3S)-N-[3-(2-[[(2R)-2-hydroxypropyl](methyl)amino]-6-(morpholin-4-yl)pyridin-4-yl)-4-methylphenyl]-3-(2,2,2-trifluoroethyl)pyrrolidine-1-carboxamide